(S)-N-(pyrrolidin-3-yl)-4-(1H-pyrrolo[2,3-b]pyridin-4-yl)-3,4-dihydro-2H-1,4-thiazine-6-carboxamide hydrochloride Cl.N1C[C@H](CC1)NC(=O)C1=CN(CCS1)C1=C2C(=NC=C1)NC=C2